5-(2,3-dichloro-6-methoxyphenyl)-5-oxopentanoate ClC1=C(C(=CC=C1Cl)OC)C(CCCC(=O)[O-])=O